FC(C=1N=C2N(C=C(C(=C2)OCC)C(=O)OC)C1)F methyl 2-(difluoromethyl)-7-ethoxyimidazo[1,2-a]pyridine-6-carboxylate